tert-Butyl 4-(2-(ethylamino)-1-hydroxyethyl)piperidine-1-carboxylate C(C)NCC(O)C1CCN(CC1)C(=O)OC(C)(C)C